(S)-1-benzyl-5-chloro-3-hydroxy-3-phenylindol-2-one C(C1=CC=CC=C1)N1C([C@@](C2=CC(=CC=C12)Cl)(C1=CC=CC=C1)O)=O